tert-butyl (3-((8-(3-fluoropicolinamido)quinolin-4-yl)(methyl)amino)propyl)carbamate FC=1C(=NC=CC1)C(=O)NC=1C=CC=C2C(=CC=NC12)N(CCCNC(OC(C)(C)C)=O)C